(R)-2-phenyl-4,5-dihydrothiazole-4-carboxylic acid C1(=CC=CC=C1)C=1SC[C@H](N1)C(=O)O